ClC1=CC=C(N)C=C1Cl 4,5-dichloroaniline